NCC1CCN(CC1)C=1C(=C(C(=CC1)S(=O)(=O)N[C@H]1CNCC1)S(=O)(=O)N)C=1N=NNN1 (R)-4-(4-(aminomethyl)piperidin-1-yl)-N1-(pyrrolidin-3-yl)-3-(2H-tetrazol-5-yl)benzene-1,2-disulfonamide